N-[(4-methoxyphenyl)methyl]-N-[2-(piperazin-2-yl)pyrimidin-4-yl]cyclopropanesulfonamide COC1=CC=C(C=C1)CN(S(=O)(=O)C1CC1)C1=NC(=NC=C1)C1NCCNC1